2,6-bis(4-naphthyl)-4-[4-(2-naphthyl)phenyl]-6-phenylpyrimidine C1=CC=C(C2=CC=CC=C12)C=1NC(C=C(N1)C1=CC=C(C=C1)C1=CC2=CC=CC=C2C=C1)(C1=CC=CC=C1)C1=CC=CC2=CC=CC=C12